4-(3,8-diazabicyclo[3.2.1]octan-3-yl)-6-[2-(methoxymethoxy)phenyl]pyridazin-3-amine C12CN(CC(CC1)N2)C2=C(N=NC(=C2)C2=C(C=CC=C2)OCOC)N